C1(=CC=CC=C1)NC(=O)C1=CC=C(O1)C=1C=C(OC2CCN(CC2)C(=O)OCCCC)C=CC1 butyl 4-(3-(5-(phenylcarbamoyl)furan-2-yl)phenoxy)piperidine-1-carboxylate